C(C)(C)(C)OC(=O)N1[C@@H](COCC1)C=1C=C(C=C2CCN(CC12)C(C(C)(C)O)=O)C=1C=C2C(=NC1)NC=C2C(C)C (R)-3-(2-(2-hydroxy-2-methylpropanoyl)-6-(3-isopropyl-1H-pyrrolo[2,3-b]pyridin-5-yl)-1,2,3,4-tetrahydroisoquinolin-8-yl)morpholine-4-carboxylic acid tert-butyl ester